The molecule is the simplest (and the only achiral) proteinogenic amino acid, with a hydrogen atom as its side chain. It has a role as a nutraceutical, a hepatoprotective agent, an EC 2.1.2.1 (glycine hydroxymethyltransferase) inhibitor, a NMDA receptor agonist, a micronutrient, a fundamental metabolite and a neurotransmitter. It is an alpha-amino acid, a serine family amino acid and a proteinogenic amino acid. It is a conjugate base of a glycinium. It is a conjugate acid of a glycinate. It is a tautomer of a glycine zwitterion. C(C(=O)O)N